8-(1,1'-biphenyl-4-yl)-4-(3,5-di-9H-carbazol-9-yl-phenyl)-benzofuro[3,2-d]pyrimidine C1(=CC=C(C=C1)C=1C=CC2=C(C1)C=1N=CN=C(C1O2)C2=CC(=CC(=C2)N2C1=CC=CC=C1C=1C=CC=CC21)N2C1=CC=CC=C1C=1C=CC=CC21)C2=CC=CC=C2